benzyl 8-methyl-4-[8-[4-[(4-methylpiperazin-1-yl)methyl]phenyl]-2-methylsulfanyl-7-oxo-pyrido[2,3-d]pyrimidin-6-yl]-2,3-dihydroquinoxaline-1-carboxylate CC=1C=CC=C2N(CCN(C12)C(=O)OCC1=CC=CC=C1)C1=CC2=C(N=C(N=C2)SC)N(C1=O)C1=CC=C(C=C1)CN1CCN(CC1)C